5-bromo-3-(3,5-dibromo-4-hydroxybenzylidene)indolin-2-one BrC=1C=C2C(C(NC2=CC1)=O)=CC1=CC(=C(C(=C1)Br)O)Br